methyl (1r,4R)-4-(3-chloroanilino)-6'-{(2R)-3-[(4-methoxyphenyl)methoxy]-2-methylpropyl}-2',3',5',6'-tetrahydrospiro[cyclohexane-1,7'-indeno[5,6-b]furan]-4-carboxylate ClC=1C=C(NC2(CCC3(C(CC4=CC5=C(OCC5)C=C34)C[C@H](COCC3=CC=C(C=C3)OC)C)CC2)C(=O)OC)C=CC1